N-((S)-4-methyl-1-oxo-1-(((S)-3-oxo-1-((S)-2-oxopyrrolidin-3-yl)-4-(trifluoromethoxy)butan-2-yl)amino)pentan-2-yl)-7-oxabicyclo[2.2.1]heptane-1-carboxamide CC(C[C@@H](C(N[C@@H](C[C@H]1C(NCC1)=O)C(COC(F)(F)F)=O)=O)NC(=O)C12CCC(CC1)O2)C